C1(CCC1)C1=CC(=C(C(=O)OC)C=C1C1=NNN=C1)C methyl 4-cyclobutyl-2-methyl-5-(2H-1,2,3-triazol-4-yl)benzoate